C1(CC1)C1=C(C=C(C=N1)C1=CC(=C2C(=N1)N=C(N2)N)N(C)CC2(CCCCC2)COC)C(F)(F)F 5-[6-cyclopropyl-5-(trifluoromethyl)pyridin-3-yl]-N7-{[1-(methoxymethyl)cyclohexyl]methyl}-N7-methyl-1H-imidazo[4,5-b]pyridine-2,7-diamine